Cl.CN(C1CCCCC1)CC1=C(C(=CC(=C1)Br)Br)N N-methyl-N-cyclohexyl-2-amino-3,5-dibromobenzyl-amine hydrochloride